C(C)(C)(C)OC(=O)N1CCC(CC1)C1=NC(=NO1)C1=CC=CC=C1 4-(3-Phenyl-1,2,4-oxadiazol-5-yl)piperidine-1-carboxylic acid tert-butyl ester